OC1=C(C=C(OC2=C(C=C(C=C2I)CC(=O)NC)I)C=C1)I 2-(4-(4-hydroxy-3-iodophenoxy)-3,5-diiodophenyl)-N-methylacetamide